N-[(4-bromo-2-methyl-pyrazol-3-yl)methyl]-2-[tert-butyl(dimethyl)silyl]oxy-N-methyl-propan-1-amine BrC1=C(N(N=C1)C)CN(CC(C)O[Si](C)(C)C(C)(C)C)C